1-((1,3-dioxan-2-yl)methyl)-6-(4-fluorophenyl)-4-hydroxy-2-oxo-N-(spiro[2.3]hexan-5-yl)-1,2-dihydro-1,8-naphthyridine-3-carboxamide O1C(OCCC1)CN1C(C(=C(C2=CC(=CN=C12)C1=CC=C(C=C1)F)O)C(=O)NC1CC2(CC2)C1)=O